C1(=CC=CC=C1)OC(C=CC1=CC=C(C=C1)C(C1=CC=C(C=C1)OCCCCO)=O)=O 4-[4-(4-hydroxybutyloxy)benzoyl]cinnamic acid phenyl ester